FC(OC=1C=C(NC2=NC=C(C=N2)C2=CN=CC(=N2)N[C@@H]2CN(CC2)C(C=C)=O)C=CC1)(F)F 1-[(3S)-3-[[6-[2-[3-(trifluoromethoxy)anilino]pyrimidin-5-yl]pyrazin-2-yl]amino]pyrrolidin-1-yl]prop-2-en-1-one